Manganese-cobalt [Co].[Mn]